C(C)OC1=CC=C(C=C1)C1=NC=NC=N1 4-ethoxyphenyl-S-triazine